N-methacryloyl-tris(hydroxymethyl)methylamine C(C(=C)C)(=O)NC(CO)(CO)CO